methyl 2-[(5-bromo-2-pyridyl)oxy]-5-chloro-benzoate BrC=1C=CC(=NC1)OC1=C(C(=O)OC)C=C(C=C1)Cl